tert-butyl 4-[3-(2,4-dioxotetrahydropyrimidin-1(2H)-yl)-1-methyl-1H-indazol-6-yl]-3,6-dihydropyridine-1(2H)-carboxylate O=C1N(CCC(N1)=O)C1=NN(C2=CC(=CC=C12)C=1CCN(CC1)C(=O)OC(C)(C)C)C